C12COCC2C1COC1=C(C=C(C=C1)F)C1CCN(CC1)[C@@H]1COC2(CN(C2)C=2OC=NN2)C1 (7S)-7-(4-(2-((3-oxabicyclo[3.1.0]hexan-6-yl)methoxy)-5-fluorophenyl)piperidin-1-yl)-2-(1,3,4-oxadiazol-2-yl)-5-oxa-2-azaspiro[3.4]octane